ClC=1C(=CC(=NC1)NC1=NC=CC(=C1)N1CCNCC1)NC1=C(C=CC=C1)P(C)C (2-((5-chloro-2-((4-(piperazin-1-yl)pyridin-2-yl)amino)pyridin-4-yl)amino)phenyl)dimethylphosphine